Bis((1E,4E)-1,5-diphenylpentan-1,4-dien-3-one) palladium [Pd].C1(=CC=CC=C1)\C=C\C(\C=C\C1=CC=CC=C1)=O.C1(=CC=CC=C1)\C=C\C(\C=C\C1=CC=CC=C1)=O